N-(5-(4-((3-(2,4-dioxotetrahydropyrimidin-1(2H)-yl)pyridin-4-yl)methyl)piperazin-1-yl)-1-((1s,4s)-4-(hydroxymethyl)cyclohexyl)-1H-benzo[d]imidazol-2-yl)-3-(trifluoromethyl)benzamide O=C1N(CCC(N1)=O)C=1C=NC=CC1CN1CCN(CC1)C1=CC2=C(N(C(=N2)NC(C2=CC(=CC=C2)C(F)(F)F)=O)C2CCC(CC2)CO)C=C1